2-{6-Phenoxyimidazo[1,2-a]pyridin-3-yl}-4-[(3S)-3-(1H-pyrazol-4-yl)piperidin-1-yl]pyrimidine O(C1=CC=CC=C1)C=1C=CC=2N(C1)C(=CN2)C2=NC=CC(=N2)N2C[C@@H](CCC2)C=2C=NNC2